9,9-bis[4-(2-methacryloyloxyethoxy)phenyl]-2,7-dimethylacryloxyethoxyfluorene C(C(=C)C)(=O)OCCOC1=CC=C(C=C1)C1(C2=CC(=CC=C2C=2C=CC=C(C12)OCCOC(C(=C)C)=O)C)C1=CC=C(C=C1)OCCOC(C(=C)C)=O